3-methoxycinnamoyl-Boc-piperazine COC=1C=C(C=CC(=O)C2N(CCNC2)C(=O)OC(C)(C)C)C=CC1